CC1=CC(=CC(=N1)C(=O)NC=1SC=C(N1)C)C1=CC=NN1C 6-Methyl-4-(1-methyl-1H-pyrazol-5-yl)-N-(4-methylthiazol-2-yl)picolinamide